(4-(3,6-dichloro-9H-carbazol-9-yl)butyl)phosphonic acid ClC=1C=CC=2N(C3=CC=C(C=C3C2C1)Cl)CCCCP(O)(O)=O